FC=1C=C(CN2CC3=CC=C(C=C3CC2)OC2=C(C=C(C=C2Cl)[N+](=O)[O-])Cl)C=C(C1)F 2-(3,5-Difluorobenzyl)-6-(2,6-dichloro-4-nitrophenoxy)-3,4-dihydroisoquinoline